tert-butyl (1-(4-(5-((furan-2-ylmethyl)amino)-[1,2,4]triazolo[4,3-c]pyrimidin-8-yl)phenyl)-1-oxo-5,8,11,14,17,20,23-heptaoxa-2-azaheptacosan-27-yl)carbamate O1C(=CC=C1)CNC1=NC=C(C=2N1C=NN2)C2=CC=C(C=C2)C(NCCOCCOCCOCCOCCOCCOCCOCCCCNC(OC(C)(C)C)=O)=O